C1(CC1)N1[C@H]([C@H]1C1CC1)C(=O)[O-].[Li+] lithium (2R,3R)-1,3-dicyclopropylaziridine-2-carboxylate